FC(C1=NC(=NC(=N1)C(F)(F)F)N1[C@H](C=2NC3=CC=C(C=C3C2CC1)Cl)C[C@@H]1OCC=CC1)(F)F (1S)-2-[4,6-bis(trifluoromethyl)-1,3,5-triazin-2-yl]-6-chloro-1-{[(2R)-3,6-dihydro-2H-pyran-2-yl]methyl}-2,3,4,9-tetrahydro-1H-pyrido[3,4-b]indole